O=C1NC2=NC(=NC=C2N1CC#C)NC(C)=O N-(8-oxo-7-(prop-2-yn-1-yl)-8,9-dihydro-7H-purin-2-yl)acetamide